C(C)(C)(C)C1=CC2=C(N=C(S2)NC(=O)C2C(C3C=CC2C3)C(=O)O)C=C1 3-[(6-tert-butyl-1,3-benzothiazol-2-yl)carbamoyl]bicyclo[2.2.1]hept-5-ene-2-carboxylic acid